5-cyclohexenyl-1,3-cyclopentadiene C1(=CCCCC1)C1C=CC=C1